NC=1OC2=C(N1)C=CC=C2 2-amino-1,3-benzoxazol